C(C)(C)[C@H]1N=C([C@@H](N=C1OC)CC1=CC=C(C=2N1C=CN2)C=2C(N(C(=CC2C(F)(F)F)C)C)=O)OC 3-(5-(((2S,5R)-5-isopropyl-3,6-dimethoxy-2,5-dihydropyrazin-2-yl)methyl)imidazo[1,2-a]pyridin-8-yl)-1,6-dimethyl-4-(trifluoromethyl)pyridin-2(1H)-one